4-(3-(bicyclo[2.2.1]heptane-2-yl)phenyl)-6-chloro-2-phenylpyrimidine C12C(CC(CC1)C2)C=2C=C(C=CC2)C2=NC(=NC(=C2)Cl)C2=CC=CC=C2